C(=C)C1=C(CC1)C=C 1,2-divinyl-cyclobutaneN